N-phenyldibenzothiopheneamine C1(=CC=CC=C1)NC1=CC=CC=2SC3=C(C21)C=CC=C3